N-(2-(3-((4-ethylpiperazin-1-yl)methyl)-5-(trifluoromethyl)phenyl)quinazolin-7-yl)-5-methylisoxazole C(C)N1CCN(CC1)CC=1C=C(C=C(C1)C(F)(F)F)C1=NC2=CC(=CC=C2C=N1)N1OC(=CC1)C